tert-butyl 4-(((7-fluoro-9H-carbazol-2-yl)methyl)carbamoyl)benzylcarbamate FC1=CC=C2C=3C=CC(=CC3NC2=C1)CNC(=O)C1=CC=C(CNC(OC(C)(C)C)=O)C=C1